C(C=C)N1CC(=NC(=C1)C1=CC=CC=C1)C 1-allyl-3-methyl-5-phenylpyrazin